1-((3R,4R)-3-fluoro-4-((1-((S)-2-methylbutyl)-6-((5-methylthiazol-2-yl)amino)-1H-pyrrolo[3,2-c]pyridin-4-yl)oxy)pyrrolidin-1-yl)prop-2-en-1-one F[C@@H]1CN(C[C@H]1OC1=NC(=CC2=C1C=CN2C[C@H](CC)C)NC=2SC(=CN2)C)C(C=C)=O